C(C)(C)(C)OC(=O)N1CCC(CC1)N1C(C=NC2=CC(=C(C=C12)Cl)Br)=O.C(#N)CC(=O)N1CCC(CC1)(F)COC1=CC=NC2=CC(=C(C=C12)OC(C)C)C(=O)N 4-{[1-(cyanoacetyl)-4-fluoropiperidin-4-yl]methoxy}-6-(propan-2-yloxy)quinoline-7-carboxamide tert-butyl-4-(6-bromo-7-chloro-2-oxoquinoxalin-1(2H)-yl)piperidine-1-carboxylate